6-chloro-1-[2-(trimethylsilyl)ethoxymethyl]spiro[indoline-3,4'-tetrahydrothiopyran]-2-one ClC1=CC=C2C(=C1)N(C(C21CCSCC1)=O)COCC[Si](C)(C)C